FC(C1=CC=C(C=C1)C(C(=O)OCC)CC)(F)F ethyl 2-(4-(trifluoromethyl)phenyl)butanoate